2-(3-(4-bromophenyl)-6-oxopyridazin-1(6H)-yl)-N-isopropylacetamide BrC1=CC=C(C=C1)C1=NN(C(C=C1)=O)CC(=O)NC(C)C